2-Bromo-7-(1-(1-ethoxyethyl)-1H-pyrazol-4-yl)-8-(2,2,2-trifluoroethoxy)-[1,2,4]triazolo[1,5-c]pyrimidine BrC1=NN2C=NC(=C(C2=N1)OCC(F)(F)F)C=1C=NN(C1)C(C)OCC